(6Ar)-6,6-dimethyl-9-methylidene-3-pentyl-7,8,10,10a-tetrahydro-6aH-benzo[c]chromen-1-ol CC1(OC=2C=C(C=C(C2C2[C@H]1CCC(C2)=C)O)CCCCC)C